CN([C@H]1CN(CC1)C(=O)C=1C=C2C(=NNC2=CC1)C#CC1=C(C=CC=C1)C1=CC=NC=C1)C (R)-(3-(Dimethylamino)pyrrolidin-1-yl)(3-((2-(pyridin-4-yl)phenyl)ethynyl)-1H-indazol-5-yl)methanone